F[C@@H]1[C@H]([C@H](NC1)C(=O)OCC1=CC=CC=C1)O benzyl (2S,3S,4S)-4-fluoro-3-hydroxypyrrolidine-2-carboxylate